C(C)OC[C@H]1N(C[C@@H](C1)OC1=CC=C(C=C1)C(F)(F)F)C(=O)OC(C)(C)C tert-butyl (2S,4R)-2-(ethoxymethyl)-4-(4-(trifluoromethyl) phenoxy)pyrrolidine-1-carboxylate